FC=1S(OCCC1)(=O)=O 3-fluoro-5,6-dihydrooxathiine 2,2-dioxide